C(O)(O)=O.CC1=CC=C(C=C1)[N+](=O)[O-] methyl-(4-nitrobenzene) carbonate